5,6-dibutyl-naphthalene C(CCC)C1=C2C=CC=CC2=CC=C1CCCC